C(#N)C1(CC1)C1=CC=C(C=C1)C=1OC2=C(C=C(C=C2C(C1)=O)C)C(C)NC1=C(C(=O)O)C=CC=C1 2-[1-[2-[4-(1-Cyanocyclopropyl)phenyl]-6-methyl-4-oxo-chromen-8-yl]ethylamino]benzoic acid